1-(2-((6-((R)-3-(2-ethoxyphenoxy)piperidin-1-yl)pyrazin-2-yl)amino)pyrimidin-4-yl)piperidine-3-carboxylic acid C(C)OC1=C(O[C@H]2CN(CCC2)C2=CN=CC(=N2)NC2=NC=CC(=N2)N2CC(CCC2)C(=O)O)C=CC=C1